FC(C)(F)C1=NN(C=C1C)CC1(CC2(CC2)C1)C 3-(1,1-difluoroethyl)-4-methyl-1-((5-methylspiro[2.3]hexan-5-yl)methyl)-1H-pyrazole